2,2-didecylmalonic acid C(CCCCCCCCC)C(C(=O)O)(C(=O)O)CCCCCCCCCC